FC1=CC=2C3=C(NC2C=C1)C(CC3)CC(=O)O 2-(7-fluoro-1,2,3,4-tetrahydrocyclopenta[b]indol-3-yl)acetic acid